(3R,3aR,6R,6aR)-6-((6-chloro-5-(4'-((4-(hydroxymethyl)piperidin-1-yl)methyl)-[1,1'-biphenyl]-4-yl)-1H-benzo[d]imidazol-2-yl)oxy)hexahydrofuro[3,2-b]furan ClC=1C(=CC2=C(NC(=N2)O[C@@H]2CO[C@H]3[C@H]2OCC3)C1)C1=CC=C(C=C1)C1=CC=C(C=C1)CN1CCC(CC1)CO